BrC=1C=C(C=CC1F)N1C(=NOC1=O)C=1C(=NON1)NCCNS(=O)(=O)NC(OC(C)(C)C)=O tert-butyl ({[2-({4-[4-(3-bromo-4-fluorophenyl)-5-oxo-4,5-dihydro-1,2,4-oxadiazol-3-yl]-1,2,5-oxadiazol-3-yl} amino)ethyl] amino} sulfonyl)carbamate